(S)-3-(3-chloro-5-methylphenyl)-N-methyl-3-(4-methylpiperazin-1-yl)propan-1-amine ClC=1C=C(C=C(C1)C)[C@H](CCNC)N1CCN(CC1)C